FC1=C(CN2CCC(CC2)C=C2CC3=C(S2(=O)=O)C=C(C(=C3)OC)OC)C=CC=C1 2-((1-(2-fluorobenzyl)piperidin-4-yl)methylene)-5,6-dimethoxy-2,3-dihydrobenzo[b]thiophene 1,1-dioxide